C(C1=CC=CC=C1)OC=1C(C(=CN2N3[C@@H](C(=C[C@@H](N(C(C21)=O)C3)C)C)C)C(=O)NCC3=C(C=C(C=C3)F)F)=O (S,2R,5S)-8-(benzyloxy)-N-(2,4-difluorobenzyl)-2,3,5-trimethyl-7,9-dioxo-2,5,7,9-tetrahydro-1,6-methanopyrido[1,2-b][1,2,5]triazonine-10-carboxamide